C(#N)C1=C(C=C(C2=C1CC(O2)([2H])[2H])C2=CC=C(C=C2)OC(F)(F)F)NCC(C(=O)NO)=C 2-[[[4-cyano-2,2-dideutero-7-[4-(trifluoromethoxy)phenyl]-3H-benzofuran-5-yl]amino]methyl]prop-2-enehydroxamic acid